5-bromo-6-fluoropicolinaldehyde BrC=1C=CC(=NC1F)C=O